4-((4-aminophenyl)thio)-N-methylpyridine-2-carboxamide NC1=CC=C(C=C1)SC1=CC(=NC=C1)C(=O)NC